2,4-dimethyl-3,5,6-trifluorobenzaldehyde CC1=C(C=O)C(=C(C(=C1F)C)F)F